Cl.N[C@@H](CCSC)C(=O)O L-methionine hydrochloride salt